FC1=CC=C(C=C1)C1=CC(=C(C=N1)C1CN(CC1)C(C)=O)C1=NN(C=C1)C 1-(3-(6-(4-fluorophenyl)-4-(1-methyl-1H-pyrazol-3-yl)pyridin-3-yl)pyrrolidin-1-yl)ethan-1-one